1-(3-(4-Methoxyphenyl)-1,2,4-oxadiazol-5-yl)-N-((1-((6-Methylpyridin-3-yl)methyl)pyrrolidin-3-yl)methyl)piperidin-4-carboxamid COC1=CC=C(C=C1)C1=NOC(=N1)N1CCC(CC1)C(=O)NCC1CN(CC1)CC=1C=NC(=CC1)C